ClC=1C=C(C=CC1OC1CCN(CC1)C)[C@H]([C@@H](CN1CCCC1)NC(=O)[C@@H]1CN(CC1)C1=CC=C(C=C1)Cl)O (S)-N-((1R,2R)-1-(3-chloro-4-((1-methylpiperidin-4-yl)oxy)phenyl)-1-hydroxy-3-(pyrrolidin-1-yl)propan-2-yl)-1-(4-chlorophenyl)pyrrolidine-3-carboxamide